C(C)OC(=O)C1=NN(C=C1N(C(C)=O)CC1=CC=C(C=C1)OC)C1OCCCC1 (N-(4-methoxybenzyl)acetamido)-1-(tetrahydro-2H-pyran-2-yl)-1H-pyrazole-3-carboxylic acid ethyl ester